N-butyl-pyridine hexafluorophosphate F[P-](F)(F)(F)(F)F.C(CCC)N1CC=CC=C1